Benzylaminoguanidine hydroiodide I.C(C1=CC=CC=C1)NNC(=N)N